2,2-diethyl-4-(ethylthio)butyronitrile C(C)C(C#N)(CCSCC)CC